ClC1=C(C=CC=C1Cl)C1=NNC2=NC(=CN=C21)N2CCC(CC2)(C)NCC2=CC=C(C=C2)NC2C(NC(CC2)=O)=O 3-((4-(((1-(3-(2,3-dichlorophenyl)-1H-pyrazolo[3,4-b]pyrazin-6-yl)-4-methylpiperidin-4-yl)amino)methyl)phenyl)amino)piperidine-2,6-dione